C(C)(C)(C)OC(N(C)C1=NC(=C(C=C1)Br)OCCCN1C(C2=CC=CC=C2C1=O)=O)=O N-[5-bromo-6-[3-(1,3-dioxoisoindol-2-yl)propoxy]Pyridin-2-yl]-N-methyl-carbamic acid tert-butyl ester